C(C1=CC=CC=C1)OC1=C(C=CC(=N1)O)C1=NN(C2=C(C=CC=C12)N1CCNCC1)C 6-(benzyloxy)-5-(1-methyl-7-(piperazin-1-yl)-1H-indazol-3-yl)pyridin-2-ol